C(CC(O)(C(=O)OC(CCCCCC)CCC)CC(=O)OCCCCC)(=O)OCCCCC dipentyl (propylheptyl) citrate